C1[C@H]2N(CCN1C1=CC=CC(=N1)NC1=CC3=C(C=N1)SC(=N3)C3=NC=CC=C3C)CCC2 6-[(8aS)-Octahydropyrrolo[1,2-a]pyrazin-2-yl]-N-[2-(3-methylpyridin-2-yl)-[1,3]thiazolo[5,4-c]pyridin-6-yl]pyridin-2-amine